1-(4-benzyl-3-oxo-3,4-dihydro-2H-benzo[b][1,4]thiazin-6-yl)-3-(pyridin-4-yl)urea C(C1=CC=CC=C1)N1C2=C(SCC1=O)C=CC(=C2)NC(=O)NC2=CC=NC=C2